2,7-dibromo-4-(2-octyldodecyl)dithieno[3,2-b:2',3'-d]pyridin-5(4H)-one BrC1=CC=2N(C(C3=C(C2S1)SC(=C3)Br)=O)CC(CCCCCCCCCC)CCCCCCCC